NC1=NC(=CC(=N1)C=1N=NN(C1)CC1=CC=CC(=N1)C(CCC(=O)O)(C)C)C1=C(C=CC=C1C#N)C 4-[6-({4-[2-amino-6-(3-cyanotolyl)-4-pyrimidinyl]-1H-1,2,3-triazol-1-yl}methyl)-2-pyridinyl]-4-methylpentanoic acid